1-(3-(6-chloro-5-(2-fluoro-6-hydroxyphenyl)-1H-benzo[d]imidazol-1-yl)azetidin-1-yl)prop-2-en-1-one ClC=1C(=CC2=C(N(C=N2)C2CN(C2)C(C=C)=O)C1)C1=C(C=CC=C1O)F